N-(3-bromo-4-fluorophenyl)-N'-hydroxy-4-nitro-1,2,5-oxadiazole-3-formamidine BrC=1C=C(C=CC1F)NC(=NO)C1=NON=C1[N+](=O)[O-]